NC=1C=C(NC2=NC=3N(C(=N2)C2=CN(C4=CC=CC=C24)C)N=CC3)C=CC1F 2-(3-amino-4-fluoroanilino)-4-(1-methylindol-3-yl)pyrazolo[1,5-a][1,3,5]Triazine